C(\C=C/C(=O)OCC)(=O)OCC diethyl maleat